(E)-6-(4-chlorophenyl)-N'-(3,5-dimethoxybenzylidene)picolinohydrazide ClC1=CC=C(C=C1)C1=CC=CC(=N1)C(=O)N/N=C/C1=CC(=CC(=C1)OC)OC